1-ethylhydrazine-1-carboxylic acid C(C)N(N)C(=O)O